CC=1N=C(C2=C(N1)OC=C2C(=O)NC(C)C(C)C)NC2(CC2)C methyl-N-(3-methylbutan-2-yl)-4-[(1-methylcyclopropyl)amino]furo[2,3-d]pyrimidine-5-carboxamide